C(=C)S(=O)(=O)C=C di-vinylsulfone